4-((2R,4r,6S)-2-cyano-7-((5-methoxy-7-methyl-1H-indol-4-yl)methyl)-7-azaspiro[3.5]nonan-6-yl)-N-(2-(2,2,2-trifluoroethyl)-2-azaspiro[3.3]heptan-6-yl)benzamide C(#N)C1CC2(C1)C[C@H](N(CC2)CC2=C1C=CNC1=C(C=C2OC)C)C2=CC=C(C(=O)NC1CC3(CN(C3)CC(F)(F)F)C1)C=C2